2-{7-[(7S)-4-azaspiro[2.5]octan-7-yl]-7H-pyrrolo[2,3-c]pyridazin-3-yl}-5-(5-methyl-1H-1,2,3-triazol-1-yl)phenol formate formate C(=O)O.C(=O)O.C1CC12NCC[C@@H](C2)N2C=CC1=C2N=NC(=C1)C1=C(C=C(C=C1)N1N=NC=C1C)O